6-(diethoxyphosphoryl)hexanesulfonic acid 2-propynyl ester C(C#C)OS(=O)(=O)CCCCCCP(=O)(OCC)OCC